C(C1=CC=CC=C1)N1CCN(CC1)C(C(CO)C(=O)OC(C)(C)C)=O tert-butyl (1-(4-benzylpiperazin-1-yl)-3-hydroxy-1-oxopropan-2-yl)carboxylate